C1=C(C=CC2=CC=CC=C12)C=1OCC(N1)O 2-(naphthalen-2-yl)-4,5-dihydro-oxazol-4-ol